COC(CCC(=O)C=1NC=C(C1)C1=COC2=C1C=CC=C2)=O 4-(4-(benzofuran-3-yl)-1H-pyrrol-2-yl)-4-oxobutanoic acid methyl ester